bis(aminomethyl)-norbornane NCC1C2(CCC(C1)C2)CN